FC1(CC2(C1)C[C@H](N(CC2)CC2=C1C=CNC1=C(C=C2OC)C)C=2C=CC(=NC2N(C)C)C(=O)O)F 5-((6S)-2,2-Difluoro-7-((5-methoxy-7-methyl-1H-indol-4-yl)methyl)-7-azaspiro[3.5]nonan-6-yl)-6-(dimethylamino)pyridine-2-carboxylic acid